BrC=1C=C(C(=NC1)C=1N=C2C=C(N3N=CN=C3N2C1)C(F)(F)F)S(=O)(=O)CC 11-(5-bromo-3-ethylsulfonyl-2-pyridyl)-7-(trifluoromethyl)-1,3,5,6,10-pentazatricyclo[7.3.0.0^{2,6}]dodeca-2,4,7,9,11-pentaene